1-(cyclopropyl-methyl)-8-methylamino-8-phenyl-3-[2-(trifluoromethyl)-pyrimidin-5-yl]-1,3-diazaspiro[4.5]decan-2-one C1(CC1)CN1C(N(CC12CCC(CC2)(C2=CC=CC=C2)NC)C=2C=NC(=NC2)C(F)(F)F)=O